FC1(COC1)COC1=CC=C(C=C1)C=1C=C(C(NC1C(F)(F)F)=O)C(=O)N 5-(4-((3-Fluorooxetan-3-yl)methoxy)phenyl)-2-oxo-6-(trifluoromethyl)-1,2-dihydropyridine-3-carboxamide